CN1CCN(CC1)CCC1=C(NC(=C1C(=O)N)C1=CC=CC=C1)C1=CC2=CC=CC=C2C=C1 (2-(4-methylpiperazin-1-yl)ethyl)-2-(naphthalen-2-yl)-5-phenyl-Azole-4-carboxamide